1-(1-bicyclo[1.1.1]pentanyl)-3-[1-[3-(trifluoromethyl)phenyl]cyclopropyl]urea C12(CC(C1)C2)NC(=O)NC2(CC2)C2=CC(=CC=C2)C(F)(F)F